zinc dicarbamate C(N)([O-])=O.C(N)([O-])=O.[Zn+2]